2,4-dinitrochlorobenzene C1=CC(=C(C=C1[N+](=O)[O-])[N+](=O)[O-])Cl